methyl 2-(5-(1-hydroxyethyl)-4-isobutoxy-3-isopropyl-6-oxopyridazin-1(6H)-yl)acetate OC(C)C1=C(C(=NN(C1=O)CC(=O)OC)C(C)C)OCC(C)C